3-methacryl-dopamine-maleic anhydride C(=O)(C(=C)C)C1(CC(CCN/C/2=C/C(=O)OC2=O)=CC=C1O)O